(R)-N-(1-(2-(1-hydroxyethyl)imidazo[4,5-d]pyrrolo[2,3-b]pyridin-1(6H)-yl)piperidin-4-yl)ethylsulfonamide O[C@H](C)C1=NC=2C(=C3C(=NC2)NC=C3)N1N1CCC(CC1)CCNS(=O)=O